FC=1C(=C(C=CC1F)[C@@H]1[C@H](O[C@@H]([C@@H]1C)C(F)(F)F)C1=CC(C(=C(N1)C)C(C)C)=O)OC |o1:8,9,11,12| rel-6-((2S,3R,4R,5S)-3-(3,4-difluoro-2-methoxyphenyl)-4-methyl-5-(trifluoromethyl)tetrahydrofuran-2-yl)-3-isopropyl-2-methylpyridin-4(1H)-one